3-bromo-N1,N1-dimethylbenzene-1,4-diamine BrC=1C=C(C=CC1N)N(C)C